OCCCCC1C(NC(N1)=O)=O 5-Delta-Hydroxybutyl-Hydantoin